Br[C@H]1C2(CC1(C2)C(=O)[O-])C(=O)OCCCN2C(C1=CC=CC=C1C2=O)=O |r| 1-(1,3-dioxoisoindolin-2-yl)-3-propyl (±)-2-bromobicyclo[1.1.1]pentane-1,3-dicarboxylate